6-(4-chlorophenyl)-8-(1-methyl-1H-pyrazol-4-yl)-[1,2,4]triazolo[1,5-a]pyrazin-2-amine ClC1=CC=C(C=C1)C=1N=C(C=2N(C1)N=C(N2)N)C=2C=NN(C2)C